5-[1-[(1-cyano-cyclobutyl)-methyl]-8-dimethylamino-2-oxo-8-phenyl-1,3-diazaspiro[4.5]decan-3-yl]-pyridine-2-carbonitrile C(#N)C1(CCC1)CN1C(N(CC12CCC(CC2)(C2=CC=CC=C2)N(C)C)C=2C=CC(=NC2)C#N)=O